COC([C@@H](CSSC[C@H](C(=O)OC)N)N)=O D-Cystine dimethylester